6-ethyl-5-[isopropyl(methyl)amino]pyrazine C(C)C1=C(N=CC=N1)N(C)C(C)C